thiophenedicarboxylic acid ethyl ester C(C)OC(=O)C=1SC=CC1C(=O)O